2-(3-((6-methyl-2-(trifluoromethyl)thieno[2,3-d]pyrimidin-4-yl)amino)propyl)phenol CC1=CC2=C(N=C(N=C2NCCCC2=C(C=CC=C2)O)C(F)(F)F)S1